ClC1=CC(=C(C(=O)NC2=CC=C(C(=N2)NCCCCC2CN(CCC2)C(=O)OC(C)(C)C)I)C=C1)F tert-butyl 3-(4-((6-(4-chloro-2-fluorobenzamido)-3-iodopyridin-2-yl)amino)butyl)piperidine-1-carboxylate